COC1=CC=C(NCC2=NN=C(N2C)C2=CC=CC=C2)C=C1 4-Methoxy-N-((4-methyl-5-phenyl-4H-1,2,4-triazol-3-yl)methyl)aniline